OCCC(C1=NC=CC=C1)C1=C(C=CC2=C(C=CC=C12)OC1=CC=C(C=C1)C(F)(F)F)C(=O)N (3-hydroxy-1-(pyridin-2-yl)propyl)-5-(4-(trifluoromethyl)phenoxy)-2-naphthamide